COC1=C(C=C(C(=S)N)C=C1)OCCN1CCOCC1 4-methoxy-3-(2-morpholinoethoxy)thiobenzamide